NC=1C(NC=CC1)=O 3-amino-1,2-dihydropyridin-2-one